[Cl-].ClC1=CC=C(C=C1)C1=NN(C[C@@H]1C1=CC=CC=C1)C(=O)NS(=O)(=O)N1CC(CCC1)(F)F (S,E)-3-(4-chlorophenyl)-N-((3,3-difluoropiperidin-1-yl)sulfonyl)-4-phenyl-4,5-dihydro-1H-pyrazole-1-carboxamide chloride